6-(4-Cyclopropylphenoxy)-N-[(2R)-1-hydroxypropan-2-yl]-5-(1-methyl-1H-pyrazol-3-yl)pyridine-3-carboxamide C1(CC1)C1=CC=C(OC2=C(C=C(C=N2)C(=O)N[C@@H](CO)C)C2=NN(C=C2)C)C=C1